O1[C@H](CCC1)COC1=NC2=CC=CC=C2C(=N1)N (((R)-Tetrahydrofuran-2-yl)methoxy)quinazolin-4-amine